COC=1C=C(C=CC1NC=1N=CC2=CC=CC(=C2C1)C=1C=NN(C1)C)C(=O)N1CC(C1)OC (3-methoxy-4-((5-(1-methyl-1H-pyrazol-4-yl)isoquinolin-3-yl)amino)phenyl)(3-methoxyazetidin-1-yl)methanone